2,2-di-sec-butoxy-acetophenone C(C)(CC)OC(C(=O)C1=CC=CC=C1)OC(C)CC